(1R,2S,5R)-2-(((7-chloro-8-fluoro-4-hydroxy-2-(methylsulfanyl)pyrido[4,3-d]pyrimidin-5-yl)oxy)methyl)-3,6-diazabicyclo[3.2.2]nonane-6-carboxylic acid tert-butyl ester C(C)(C)(C)OC(=O)N1[C@H]2CN[C@@H]([C@@H](C1)CC2)COC2=NC(=C(C=1N=C(N=C(C12)O)SC)F)Cl